O=C1SC(C12CCC2)=O dioxo-2-thiaspiro[3.3]heptane